(3S,5S)-5-fluoro-1-(6-methylpyridin-3-yl)-N-[(2-methylpyridin-4-yl)methyl]Piperidin-3-amine F[C@H]1C[C@@H](CN(C1)C=1C=NC(=CC1)C)NCC1=CC(=NC=C1)C